O1[C@@H](CCC1)CN 1-[(2s)-oxolan-2-yl]methanamine